[S-2].[Ca+2] Calcium sulfide